OCC[N+](C)(C)C.C(CCCCCCCCC)(=O)[O-] decanoate choline salt